ClC1=NC(=CC(=C1)C=1C(=NN2C1N=C(C=C2)C(=O)N[C@H]2CNCCC2)C2=CC(=CC=C2)C#N)C 3-(2-Chloro-6-methyl-4-pyridyl)-2-(3-cyanophenyl)-N-[(3R)-3-piperidyl]pyrazolo[1,5-a]pyrimidine-5-carboxamide